C(#N)C=1C=C(C=CC1)C=1C=C(OC1)C(=O)NC1=NC(=NS1)CC(C)=O 4-(3-Cyanophenyl)-N-(3-(2-oxopropyl)-1,2,4-thiadiazol-5-yl)furan-2-carboxamide